CN(C[C@@H](C1=CC(=CC(=C1)OC)F)NC(=O)N1CCC2=CC(=C(C=C12)F)C=1C(=NNC1)F)C |r| (+/-)-N-(2-(dimethylamino)-1-(3-fluoro-5-methoxyphenyl)ethyl)-6-fluoro-5-(3-fluoro-1H-pyrazol-4-yl)indoline-1-carboxamide